CC(CC(CC(C)C)C)=O 1,3,5-trimethyl-1-hexanal